2-(quinoxalin-2-ylamino)butanoic acid N1=C(C=NC2=CC=CC=C12)NC(C(=O)O)CC